5-Chloro-3-(3-(2-oxo-3-(2,2,2-trifluoroethyl)imidazolin-1-yl)piperidin-1-yl)-1,2,4-Triazine-6-carbonitrile ClC=1N=C(N=NC1C#N)N1CC(CCC1)N1C(N(CC1)CC(F)(F)F)=O